FC(C1=C(C(=CC(=C1)[Si](C)(C)C)C(F)(F)F)C1=CC=C(C=C1)C1=CC=C(C=C1)C1=CC(=NC=C1C(F)(F)F)C1=CC2=CC=CC=C2C(=C1)C(C)(C)C)(F)F 4-(2'',6''-bis(trifluoromethyl)-4''-(trimethylsilyl)-[1,1':4',1''-terphenyl]-4-yl)-2-(4-(tert-butyl)naphthalen-2-yl)-5-(trifluoromethyl)pyridine